Cl.Cl.Cl.C(C)(=O)[O-].[Mg+2].C(C)(=O)[O-] magnesium acetate-Tris-HCl